FC1=C(C(=CC=C1C=1C=NN(C1)CCC1COCCC1)O)N1CC(NS1(=O)=O)=O 5-(2-fluoro-6-hydroxy-3-(1-(2-(tetrahydro-2H-pyran-3-yl)ethyl)-1H-pyrazol-4-yl)phenyl)-1,2,5-thiadiazolidin-3-one 1,1-dioxide